COC1=C(C=C(C=C1)S(N(COCC[Si](C)(C)C)C)(=O)=O)NC(OC(C)(C)C)=O tert-butyl N-{2-methoxy-5-[methyl({[2-(trimethylsilyl)ethoxy]methyl})sulfamoyl]phenyl}carbamate